5-((4-Chloro-3-((methylsulfonyl)methyl)phenyl)amino)-7-((5-((dimethylamino)methyl)pyridin-2-yl)amino)pyrazolo[1,5-a]pyrimidin-3-carbonitril ClC1=C(C=C(C=C1)NC1=NC=2N(C(=C1)NC1=NC=C(C=C1)CN(C)C)N=CC2C#N)CS(=O)(=O)C